tertbutylperoxybenzoate C(C)(C)(C)OOC(C1=CC=CC=C1)=O